2,4-dimethoxy-5-pyrimidine-boronic acid COC1=NC=C(C(=N1)OC)B(O)O